ClC1=CC2=C(CCC3=C(N2CCCCNC/C=C/C(=O)OCC)C=CC(=C3)OCCOCCOC)C=C1 Ethyl (E)-4-(4-{7-chloro-2-[2-(2-methoxy-ethoxy)-ethoxy]-10,11-dihydro-5H-dibenzo[b,f]azepin-5-yl}-butylamino)-but-2-enoate